6-hydroxy-2-naphthamidine OC=1C=C2C=CC(=CC2=CC1)C(=N)N